(2S,3S)-3-(((S)-tert-butylsulfinyl)amino)-2-fluoro-3-(3-fluorophenyl)propanoic acid C(C)(C)(C)[S@](=O)N[C@H]([C@@H](C(=O)O)F)C1=CC(=CC=C1)F